ClC=1C=C2C=C(NC2=CC1)CNC(N(C1CN(CCC1)C(=O)C1=NC=NN1C)C)=O 3-[(5-chloro-1H-indol-2-yl)methyl]-1-methyl-1-[1-(1-methyl-1H-1,2,4-triazole-5-carbonyl)piperidin-3-yl]urea